CCOC(C1=CC=CC=C1)OC1=C(C(=O)NC=2C=NC=CC2)C=CC=C1 2-((2-ethoxy)benzyloxy)-N-(pyridin-3-yl)benzamide